2-((5-(7-(((S)-1-(((R)-3-aminopyrrolidin-1-yl)sulfonyl)pyrrolidine-3-yl)methyl)-2,7-diazaspiro[3.5]nonan-2-yl)-1,2,4-triazin-6-yl)oxy)-5-fluoro-N,N-diisopropylbenzamide hydrochloride Cl.N[C@H]1CN(CC1)S(=O)(=O)N1C[C@@H](CC1)CN1CCC2(CN(C2)C=2N=CN=NC2OC2=C(C(=O)N(C(C)C)C(C)C)C=C(C=C2)F)CC1